4-[(2,3-Dichlorophenoxyethylthio)methyl]1,3-dihydro-imidazol-2-one ClC1=C(OCCSCC=2NC(NC2)=O)C=CC=C1Cl